C(#N)C=1C=C(C=CC1)NC(CC1=CC(=CC=C1)CN1C(NC2=C1C=CC=C2)=O)=O N-(3-cyanophenyl)-2-(3-((2-oxo-2,3-dihydro-1H-benzo[d]imidazol-1-yl)methyl)phenyl)acetamide